FC(C(=O)O)(F)F.C1(=CC=CC=C1)C1CC=NN1C(=O)C1CCN(CC1)C1=NC=CC=C1 (5-phenyl-4,5-dihydro-1H-pyrazol-1-yl)(1-(pyridin-2-yl)piperidin-4-yl)methanone 2,2,2-trifluoroacetate